CNC1=C(C=C(C(=C1)C=O)NC)C=O 2,5-dimethylaminobenzene-1,4-dicarboxaldehyde